3-trifluoromethylbenzenesulfonyl chloride FC(C=1C=C(C=CC1)S(=O)(=O)Cl)(F)F